Hexamethylene Oxalate C1(C(=O)OCCCCCCO1)=O